1,1,1,3,3,3-Hexafluoropropan-2-yl 4-(7-cyclopropyl-5,6,7,8-tetrahydro-[1,2,4]triazolo[4,3-a]pyrazine-3-carboxamido)-4-methylpiperidine-1-carboxylate C1(CC1)N1CC=2N(CC1)C(=NN2)C(=O)NC2(CCN(CC2)C(=O)OC(C(F)(F)F)C(F)(F)F)C